C(C)(C)ON1C=CC=C1 1-isopropoxypyrrole